Cl.O=C1NC(CCC1N1C(C2=CC(=C(C=C2C1=O)N1CCNCC1)F)=O)=O 2-(2,6-dioxohexahydropyridin-3-yl)-6-fluoro-5-(piperazin-1-yl)isoindole-1,3-dione hydrochloride